2-chloro-8-fluoro-7-[3-(methoxymethoxy)-1-naphthyl]pyrido[4,3-d]pyrimidin-4-ol ClC=1N=C(C2=C(N1)C(=C(N=C2)C2=CC(=CC1=CC=CC=C21)OCOC)F)O